difluoro-1,3-dioxole FC1=C(OCO1)F